6-tert-butyl-5-(3,4-difluorophenyl)-4-(2-fluorophenoxy)thieno[2,3-d]pyrimidine C(C)(C)(C)C1=C(C2=C(N=CN=C2OC2=C(C=CC=C2)F)S1)C1=CC(=C(C=C1)F)F